P(=O)(OOCC(CCCC)CC)(OOCC(CCCC)CC)OC1=CC=C(C=C1)C(F)(F)F di(2-ethylhexyl oxy) 4-trifluoromethylphenyl phosphate